1-(1H-Benzo[d]imidazol-5-yl)-5-(4-morpholinophenyl)imidazolidin-2-on N1C=NC2=C1C=CC(=C2)N2C(NCC2C2=CC=C(C=C2)N2CCOCC2)=O